NC1=NN(C=C1C(=O)N)[C@@H]1COCC[C@H]1C#N 3-amino-1-(trans-4-cyanotetrahydro-2H-pyran-3-yl)-1H-pyrazole-4-carboxamide